FC1(CCN(CC1)C1=CC(=CC(=N1)C1=C(C(=O)N)C=CC=C1)C)F 6-(4,4-difluoropiperidin-1-yl)-4-methylpyridin-2-ylbenzamide